3-[2-(Pyrimidin-2-ylamino)-ethyl]-cyclobutanecarboxylic acid methyl ester COC(=O)C1CC(C1)CCNC1=NC=CC=N1